C(C1=CC=CC=C1)N1CC2CCC(C1)N2C(=O)OC(C)(C)C T-butyl 3-benzyl-3,8-diazabicyclo[3.2.1]octane-8-carboxylate